C(C)C(CO)CC(CCC)CC 2,4-diethyl-1-Heptanol